FC=1C(=C(C=CC1F)[C@H]1[C@@H](S[C@](C1)(C(F)(F)F)C)C(=O)NC1=CC(=CC=C1)NS(=O)(=O)CCNC)OC (2R,3S,5R)-3-(3,4-difluoro-2-methoxyphenyl)-5-methyl-N-(3-((2-(methylamino)ethyl)sulfonamido)phenyl)-5-(trifluoromethyl)tetrahydrothiophene-2-carboxamide